(S or R)-N-(1-(2-(azetidin-1-yl)-6,7-dihydro-5H-cyclopenta[b]pyridin-5-yl)-1H-pyrazol-4-yl)-6-(3-chloro-6-(difluoromethyl)-2-fluorophenyl)pyrazine-2-carboxamide N1(CCC1)C1=CC=C2C(=N1)CC[C@@H]2N2N=CC(=C2)NC(=O)C2=NC(=CN=C2)C2=C(C(=CC=C2C(F)F)Cl)F |o1:12|